NC1=C(C=C(C=C1)C=1N=NC=CC1)NC(C1=CC=C(C=C1)S(=O)(=N)C)=O N-(2-amino-5-pyridazin-3-yl-phenyl)-4-(methylsulfonimidoyl)benzamide